CN(C)CC1=C(C(OC2=C1C=CC(=C2)CN(C([O-])=O)C)=O)CC2=C(C(=CC=C2)CSCC)F 4-((dimethylamino) methyl)-3-(3-((ethylsulfanyl) methyl)-2-fluorobenzyl)-2-oxo-2H-benzopyran-7-yldimethylcarbamate